N-[4-chloro-2-(3-pyridyl)-pyrimidin-5-yl]-2,2,2-trifluoro-acetamide ClC1=NC(=NC=C1NC(C(F)(F)F)=O)C=1C=NC=CC1